C(C)(C)(C)OC(=O)NCCCCCCCN N-(t-butoxycarbonyl)-1,7-heptanediamine